CN(C(=O)N(C1=CC=CC=C1)C1=CC=CC=C1)CC1CCC(CC1)COCC(=O)O 2-(((1r,4r)-4-((1-methyl-3,3-diphenylureido)methyl)cyclohexyl)methoxy)acetic acid